[Sm].[W].[Ni].NC1=C(C(=O)NC2C(CCCC2)NC(C2=C(C=CC=C2)N)=O)C=CC=C1 1,2-bis(2-aminobenzoylamino)cyclohexane Nickel-tungsten-samarium